3-(2-cyclopropylethynyl)-5-(3-cyclopropylphenoxy)-N-[2-(2,4-dichlorophenyl)-2-fluoro-ethyl]pyridazine-4-carboxamide C1(CC1)C#CC=1N=NC=C(C1C(=O)NCC(F)C1=C(C=C(C=C1)Cl)Cl)OC1=CC(=CC=C1)C1CC1